FC1(CCN(CC1)C1=CC(=CC(=N1)C1=CN=C(N1)C1=C(C=C(C=C1)NS(=O)(=O)C)N1CCC2(CC2)CC1)C)F N-(4-(5-(6-(4,4-difluoropiperidin-1-yl)-4-methylpyridin-2-yl)-1H-imidazol-2-yl)-3-(6-azaspiro[2.5]octan-6-yl)phenyl)methanesulfonamide